[1,8]Naphthyridin-3(4H)-carboxylic acid tert-butyl ester C(C)(C)(C)OC(=O)C1C=NC2=NC=CC=C2C1